(2S)-2-[[(2R,5R)-2,5-dimethylpyrrolidine-1-carbonyl]amino]-4-[2-ethoxyethyl-[4-(5,6,7,8-tetrahydro-1,8-naphthyridin-2-yl)butyl]amino]-4-oxo-butanoic acid C[C@H]1N([C@@H](CC1)C)C(=O)N[C@H](C(=O)O)CC(=O)N(CCCCC1=NC=2NCCCC2C=C1)CCOCC